5-hydroxy-6-methyl-3,4-pyridinedimethanol, hydrochloride Cl.OC=1C(=C(C=NC1C)CO)CO